C(#N)C1=CC(=C(COC2=CC=CC(=N2)COC2CCN(CC2)CC2=NC3=C(N2C[C@H]2OCC2)C=C(C=C3)C(=O)OC)C=C1)F methyl (S)-2-((4-((6-((4-cyano-2-fluorobenzyl)oxy)pyridin-2-yl)methoxy)piperidin-1-yl)-methyl)-1-(oxetan-2-ylmethyl)-1H-benzo[d]imidazole-6-carboxylate